(S)-2-(1-(tert-butyl)-4-methyl-7-oxo-1,7-dihydro-6H-pyrazolo[3,4-d]pyridazin-6-yl)-N-(1-(2-fluoro-4-methylphenyl)ethyl)acetamide C(C)(C)(C)N1N=CC2=C1C(N(N=C2C)CC(=O)N[C@@H](C)C2=C(C=C(C=C2)C)F)=O